(1R,3S,4R)-2-((3-chloro-2-methylphenyl)glycyl)-N-((R)-1-cyano-2-((S)-2-oxopiperidin-3-yl)ethyl)-5,5-difluoro-2-azabicyclo[2.2.2]octane-3-carboxamide ClC=1C(=C(C=CC1)NCC(=O)N1[C@H]2CC([C@@H]([C@H]1C(=O)N[C@H](C[C@H]1C(NCCC1)=O)C#N)CC2)(F)F)C